tert-butyl (3S,5R)-3-[[4-[6-(3,5-dimethylisoxazol-4-yl)-1-tetrahydropyran-2-yl-pyrazolo[3,4-b]pyridin-3-yl]-5-(trifluoromethyl)pyrimidin-2-yl]amino]-5-hydroxy-piperidine-1-carboxylate CC1=NOC(=C1C1=CC=C2C(=N1)N(N=C2C2=NC(=NC=C2C(F)(F)F)N[C@@H]2CN(C[C@@H](C2)O)C(=O)OC(C)(C)C)C2OCCCC2)C